2,2'-(piperazine-1,4-diyl)diacetic acid dihydrochloride Cl.Cl.N1(CCN(CC1)CC(=O)O)CC(=O)O